N-(4-fluorophenyl)-4-(methylthio)-6-oxo-6'-(trifluoromethyl)-1,2,3,6-tetrahydro-[2,3'-bipyridine]-5-carboxamide FC1=CC=C(C=C1)NC(=O)C1=C(CC(NC1=O)C=1C=NC(=CC1)C(F)(F)F)SC